C(C1=CC=CC=C1)OC[C@@H](C)OC1=C(C(=NC=C1)C(=C)C)[N+](=O)[O-] (R)-4-((1-(benzyloxy)propan-2-yl)oxy)-3-nitro-2-(prop-1-en-2-yl)pyridine